NC1=NC(=NC=2C=CC3=C(C12)C=C(N3CC3=CC=C(C#N)C=C3)C)N 4-((1,3-diamino-8-methyl-7H-pyrrolo[3,2-f]quinazolin-7-yl)methyl)benzonitrile